4,6-dimethylpyridin-2-yl-carbamic acid tert-butyl ester C(C)(C)(C)OC(NC1=NC(=CC(=C1)C)C)=O